3-(2-aminoacetamido)isonicotinamide NCC(=O)NC1=C(C(=O)N)C=CN=C1